ClC1=CC=C(C=C1)C1(OC(=C(C1=O)O)[C-]1NC=CC1=O)C 2-(4-chlorophenyl-2-methyl-4-hydroxy-3(2H)-furanone-5-yl)-2-pyrrolidone